C(CCCCCCCCCCCCCCCCCCCCC)(=O)OCC1=CC=CC=C1 monobenzyl behenate